BrC1=CC=C2N=CC(=NC2=C1)CN (7-Bromoquinoxalin-2-yl)methylamine